Phytanyl Bromide C(CC(C)CCCC(C)CCCC(C)CCCC(C)C)Br